5-(4-fluorophenyl)-4-hydroxy-2-(methoxymethyl)-6-methylpyridine-3-carboxamide FC1=CC=C(C=C1)C=1C(=C(C(=NC1C)COC)C(=O)N)O